NN[C@@H](CC(C)C)[C@@H](O)CC(O)=O aminostatine